1,3-Bis-(diphenylphosphino)propan C1(=CC=CC=C1)P(CCCP(C1=CC=CC=C1)C1=CC=CC=C1)C1=CC=CC=C1